C(C)(C)(C)OC(=O)C1=CC=C(C=C1)[C@@H]1CNCC[C@H]1CC1=C2C=CN(C2=C(C=C1C1CC1)C)C(=O)OC(C)(C)C tert-butyl 4-(((3R,4R)-3-(4-(tert-butoxycarbonyl) phenyl)piperidin-4-yl)methyl)-5-cyclopropyl-7-methyl-1H-indole-1-carboxylate